vinyl-benzenesulfonic acid sodium salt [Na+].C(=C)C1=C(C=CC=C1)S(=O)(=O)[O-]